ethyl-4-(((R)-1-((R)-2,2-difluorocyclopropane-1-carbonyl)piperidin-3-yl)amino)-1H-pyrrolo[2,3-b]pyridine-5-carboxylate C(C)OC(=O)C=1C(=C2C(=NC1)NC=C2)N[C@H]2CN(CCC2)C(=O)[C@@H]2C(C2)(F)F